C(C)(C)(C)OC(=O)N1C[C@H](CC1)[C@@H](C(=O)OC(C)(C)C)CC1=CC=C(C=C1)OCCNC(=O)OCC1=CC=CC=C1 (3R)-3-[(2S)-3-[4-(2-{[(benzyloxy)carbonyl]amino}ethoxy)phenyl]-1-(tert-butoxy)-1-oxopropane-2-yl]pyrrolidine-1-carboxylic acid tert-butyl ester